(2R,6S)-tert-butyl 4-(4-aminophenyl)-2,6-dimethyl-5,6-dihydropyridine-1(2H)-carboxylate NC1=CC=C(C=C1)C1=C[C@H](N([C@H](C1)C)C(=O)OC(C)(C)C)C